1-(3-methoxyphenyl)cyclobutanol COC=1C=C(C=CC1)C1(CCC1)O